CC(C(=O)O)CCCCCC.C(CCCCCCC)(=O)OC methyl caprylate (methyl octanoate)